C(C)OC(CCC(=O)C1=NC2=CC(=CC=C2C(=C1O)Br)C1=C(C=CC=C1)C(C)C)=O 4-[4-Bromo-3-hydroxy-7-(2-isopropyl-phenyl)-quinolin-2-yl]-4-oxo-butyric acid ethyl ester